Decane-8-carboxylic acid (S)-benzyl ester C(C1=CC=CC=C1)OC(=O)C(CCCCCCC)CC